(3-Benzooxazol-2-yl-2-oxo-2H-chromen-7-yloxy)-acetic acid ethyl ester C(C)OC(COC1=CC=C2C=C(C(OC2=C1)=O)C=1OC2=C(N1)C=CC=C2)=O